FC1(CCOCC1)C=1SC=C(N1)COC1=CC(=CC2=C1C=C(O2)C=2N=C1SC(=NN1C2)OC)OC 6-(4-((2-(4-Fluorotetrahydro-2H-pyran-4-yl)thiazol-4-yl)methoxy)-6-methoxybenzofuran-2-yl)-2-methoxyimidazo[2,1-b][1,3,4]thiadiazole